N-((5-(1H-pyrrolo[2,3-b]pyridin-6-yl)-1,3,4-oxadiazol-2-yl)methyl)-2-(2,4-bis(trifluoromethyl)phenyl)-N-(4-fluorophenyl)acetamide N1C=CC=2C1=NC(=CC2)C2=NN=C(O2)CN(C(CC2=C(C=C(C=C2)C(F)(F)F)C(F)(F)F)=O)C2=CC=C(C=C2)F